1-(5-(3-aminoprop-1-yn-1-yl)benzo[b]thiophen-3-yl)dihydropyrimidine-2,4(1H,3H)-dione NCC#CC1=CC2=C(SC=C2N2C(NC(CC2)=O)=O)C=C1